4-(1-methyl-1H-pyrazol-5-yl)-1-methyl-1H-pyrrole-2-carboxylic acid CN1N=CC=C1C=1C=C(N(C1)C)C(=O)O